ON1[C@@H](CCC1)C(=O)O |r| Hydroxy-DL-proline